N1C2C(CCC1)(CCC2)C(=O)OCC ethyl octahydro-4aH-cyclopenta[b]pyridine-4a-carboxylate